CC1(C=2C(=NN(C2C(CC1)=O)C1OCCCC1)C(=O)OCC)C Ethyl 4,4-dimethyl-7-oxo-1-(tetrahydro-2H-pyran-2-yl)-4,5,6,7-tetrahydro-1H-indazole-3-carboxylate